N1=NN=NN=C1 tetraazapyridine